(1S,2R,3S,4R)-4-(6-(benzylamino)-2-(5-methylpyridin-3-yl)-9H-purin-9-yl)-2,3-dihydroxyl-N-methylcyclopentane-formamide C(C1=CC=CC=C1)NC1=C2N=CN(C2=NC(=N1)C=1C=NC=C(C1)C)[C@H]1[C@@H]([C@@H]([C@H](C1)C(=O)NC)O)O